C1(CC1)COC1=NC=C(C(=O)NC2=CC(=C(C=C2)F)[C@H](C)NC=2C=NC=3C(N2)=NN(C3)CC)C=C1C (S)-6-(cyclopropylmethoxy)-N-(3-(1-((2-ethyl-2H-pyrazolo[3,4-b]pyrazin-6-yl)amino)ethyl)-4-fluorophenyl)-5-methylnicotinamide